OC1=C(C#N)C(=CC(=N1)O)C 2,6-dihydroxyl-4-methylnicotinonitrile